N-(3-(1H-1,2,4-triazol-1-yl)benzyl)cyclopropanamine N1(N=CN=C1)C=1C=C(CNC2CC2)C=CC1